Cl.FC1=CC(=CC2=C1N=C(S2)C=2CCNCC2)C=2C=C(C=1N(N2)C=C(N1)C)C 6-[4-Fluoro-2-(1,2,3,6-tetrahydropyridin-4-yl)-1,3-benzothiazol-6-yl]-2,8-dimethylimidazo[1,2-b]pyridazin-Hydrochlorid